C(CCCCCCCC(=O)OCCCCCCCCCC)(=O)OCCCCCCCCCC didecyl nonanedioate